phenyl-[Phenyl(dimethylfluorenylphenyl)triazinyl]dibenzothiophene C1(=CC=CC=C1)C1=C(C2=C(SC3=C2C=CC=C3)C=C1)C1=NN=NC(=C1C1=C(C(=C(C=C1)C)C)C1=CC=CC=3C2=CC=CC=C2CC13)C1=CC=CC=C1